N-(4-(4-amino-2-(6-methyl-7-oxo-6,7-dihydro-1H-pyrrolo[2,3-c]pyridin-4-yl)phenoxy)phenyl)acetamide NC1=CC(=C(OC2=CC=C(C=C2)NC(C)=O)C=C1)C=1C2=C(C(N(C1)C)=O)NC=C2